Furfuryl thioformate C(=S)OCC1=CC=CO1